Cl.Cl.COC1=CC=C(C=C1)CCCNN [3-(4-Methoxyphenyl)propyl]hydrazine dihydrochloride